2-(6-((4-(3,5-dichlorophenyl)-1H-1,2,3-triazol-1-yl)methyl)pyridin-3-yl)-5-(difluoromethyl)-1,3,4-oxadiazole ClC=1C=C(C=C(C1)Cl)C=1N=NN(C1)CC1=CC=C(C=N1)C=1OC(=NN1)C(F)F